FC1=C(C(=C(C=C1)C(C)=O)O)C 1-(4-fluoro-2-hydroxyl-3-methylphenyl)ethan-1-one